NC[C@H]1C[C@H](OC1)C(=O)N1[C@H](C2=CC=CC=C2CC1)C1=CC=C(C=C1)F ((2S,4r)-4-(aminomethyl)tetrahydrofuran-2-yl)((S)-1-(4-fluorophenyl)-3,4-dihydroisoquinolin-2(1H)-yl)methanone